C(C)(=O)N1N=CCC1C=1C=C2C=CN(C2=CC1)CC 2-acetyl-3-(1-ethylindol-5-yl)-3,4-dihydropyrazol